tert-butyl N-(3-bromopropyl)-N-methylcarbamate BrCCCN(C(OC(C)(C)C)=O)C